COCC1(CC1)CNC(C1=CC=CC=C1)=O N-((1-(methoxymethyl)cyclopropyl)methyl)benzamide